C(#N)C=1C=C(C(=NC1)C(=O)NC=1C=C2C(=NNC2=CC1)C=1C=NC(=CC1)OC)C 5-Cyano-N-(3-(6-methoxypyridin-3-yl)-1H-indazol-5-yl)-3-methylpicolinamide